S([O-])(O)(=O)=O.[NH2+]1CCOCC1 morpholinium bisulfate